ClC=1C=C2C3=C(NC2=C(C1)C=1C=CC(=NC1)N1CCCCC1)C(=NC=C3)C 6-Chloro-1-methyl-8-(3,4,5,6-tetrahydro-2H-[1,2']bipyridinyl-5'-yl)-9H-pyrido[3,4-b]indole